O(C1=CC=CC=C1)C1=C(C=CC=C1)C1=CC(=NN1)C(=O)N1[C@@H]2CN([C@H](C1)C2)C#N (1S,4S)-5-(5-(2-phenoxyphenyl)-1H-pyrazole-3-carbonyl)-2,5-diazabicyclo[2.2.1]heptane-2-carbonitrile